FC([C@@]1(CN(C=C1)C1=NC(=NC(=N1)C1=NC(=CC=C1)C(F)(F)F)NC1=CC(=NC=C1)C(F)(F)F)O)(F)F (R)-4-(3-trifluoromethyl-3-hydroxypyrrol-1-yl)-6-(6-(trifluoromethyl)pyridin-2-yl)-N-(2-(trifluoromethyl)pyridin-4-yl)-1,3,5-triazin-2-amine